β-(3,4-epoxycyclohexyl)ethyldiacetoxymethylsilane C1(CC2C(CC1)O2)CC[SiH2]C(OC(C)=O)OC(C)=O